2-methoxy-4-((trimethylsilyl)ethynyl)pyrimidine COC1=NC=CC(=N1)C#C[Si](C)(C)C